C(C(C)C)(=O)N[C@H](C(=O)OCC1=CC=CC=C1)CC(C)C benzyl (S)-2-isobutyrylamino-4-methylpentanoate